O=C1NC(CCC1N1C(C2=CC=C(C=C2C1=O)NC1CCC(CC1)CCCN1N=CC(=C1)C1=NC2=CC=CC=C2N=C1)=O)=O 2-(2,6-dioxopiperidin-3-yl)-5-((4-(3-(4-(quinoxalin-2-yl)-1H-pyrazol-1-yl)propyl)cyclohexyl)amino)isoindoline-1,3-dione